(4-benzofuran-2-yl-phenyl)-(4-benzothiazol-2-yl-phenyl)-(4-naphthalen-2-yl-phenyl)amine O1C(=CC2=C1C=CC=C2)C2=CC=C(C=C2)N(C2=CC=C(C=C2)C2=CC1=CC=CC=C1C=C2)C2=CC=C(C=C2)C=2SC1=C(N2)C=CC=C1